C[C@H](CCCC/C=C/CCCCCCC=O)CC (S)-(E)-14-Methyl-8-hexadecenal